methyl phosphate (phosphorate) P(O)(O)(O)=O.P(=O)(OC)(O)O